(1S,3R)-3-(3-{[(2-methyl-1,3-thiazol-5-yl)acetyl]-amino}-1H-pyrazol-5-yl)-cyclopentyl [(3S*,4R*)-3-methyltetrahydro-2H-pyran-4-yl]carbamate C[C@@H]1COCC[C@H]1NC(O[C@@H]1C[C@@H](CC1)C1=CC(=NN1)NC(CC1=CN=C(S1)C)=O)=O |o1:1,6|